FC1(CC(C1)NC(=O)C1=NC(=C(N=C1C)NCCN1CCCC1)C(C)C1=CC=C(C=C1)F)F N-(3,3-difluorocyclobutyl)-6-(1-(4-fluorophenyl)ethyl)-3-methyl-5-((2-(pyrrolidin-1-yl)ethyl)amino)pyrazine-2-carboxamide